2,2'-(m-phenylene)bis(2-oxazoline) C1(=CC(=CC=C1)C=1OCCN1)C=1OCCN1